(methylamino)-2-naphthoic acid CNC1=C(C=CC2=CC=CC=C12)C(=O)O